1-ethyl-4,5-dimethyl-N-(quinolin-8-yl)-1H-imidazole-2-sulfonamide C(C)N1C(=NC(=C1C)C)S(=O)(=O)NC=1C=CC=C2C=CC=NC12